(E)-10-(hydroxyimino)-2,3,5,10-tetrahydrobenzo[d]pyrazolo[1,2-a][1,2]diazepin-11(1H)-one O\N=C\1/C2=C(CN3N(C1=O)CCC3)C=CC=C2